C(#N)C1=CC=C(N=N1)OC1=CC(=CC2=CN(N=C12)C)NC(=O)C=1C=CC(=C2C=NC(=NC12)OC)N1C[C@H](N([C@H](C1)C)C(=O)OC(C)(C)C)C tert-butyl (2R,6S)-4-(8-((7-((6-cyanopyridazin-3-yl)oxy)-2-methyl-2H-indazol-5-yl)carbamoyl)-2-methoxyquinazolin-5-yl)-2,6-dimethylpiperazine-1-carboxylate